[Cl-].ClC1=CC=C(C=C1)C=1N(C=[N+]2C1C=1NC3=CC=CC=C3C1C=C2)C2=CC=C(C=C2)OC 1-(4-Chlorophenyl)-2-(4-methoxyphenyl)-2,11-dihydroimidazo[1',5':1,2]pyrido[3,4-b]indol-4-ium chloride